C(C)OC1=C(C(=NC=C1)C)CSC=1NC(C2=C(N1)CCC2)=O 2-{[(4-ethoxy-2-methylpyridin-3-yl)methyl]sulfanyl}-3H,5H,6H,7H-cyclopenta[d]pyrimidin-4-one